iron-lanthanum [La].[Fe]